CON(C(=O)C1(CN(C1)C(=O)O)C)C 3-(methoxy(methyl)carbamoyl)-3-methylazetidine-1-carboxylic acid